lithium potassium bicarbonate C([O-])(O)=O.[K+].[Li+].C([O-])(O)=O